(rac)-1-(4-bromo-1,5-dimethyl-1H-pyrazol-3-yl)but-3-en-1-ol tert-butyl-((4-aminoisoquinolin-5-yl)methyl)carbamate C(C)(C)(C)N(C(=O)O[C@H](CC=C)C1=NN(C(=C1Br)C)C)CC1=C2C(=CN=CC2=CC=C1)N |r|